tert-butyl (1S,4S)-5-[7-bromo-2-(ethylsulfanyl)-8-fluoro-6-iodoquinazolin-4-yl]-2,5-diazabicyclo[2.2.1]heptane-2-carboxylate BrC1=C(C=C2C(=NC(=NC2=C1F)SCC)N1[C@@H]2CN([C@H](C1)C2)C(=O)OC(C)(C)C)I